C(C)(C)(C)C1=CC(=NC=C1)C(C)C 4-(tert-butyl)-2-isopropylpyridine